(3-bromophenyl)-pentafluoro-lambda6-sulfane BrC=1C=C(C=CC1)S(F)(F)(F)(F)F